C(C)C=1C=C2C(=CC=NC2=CC1)C1=CC=CC=C1 6-ethyl-4-phenylquinolin